C(CCC)OC(CCCCCCC(=O)[O-])=O.[NH4+] ammonium butylsuberate